CC(C)(C)C1=NNC(=O)N(C1=O)N The molecule is a member of the class of 1,2,4-triazines that is 1,2,4-triazine-3,5(2H,4H)-dione substituted by an amino group at position 4 and a tert-butyl group at position 6. It is a metabolite of metribuzin. It has a role as a marine xenobiotic metabolite. It is a diketone and a member of 1,2,4-triazines.